BrC=1C=C2C(=CC1)C(N(C[C@@]21[C@@H](C1)F)CC(=O)NC1=NC=C(C=N1)C(F)(F)F)=O 2-[(2'R,4S)-6-bromo-2'-fluoro-1-oxospiro[3H-isoquinoline-4,1'-cyclopropane]-2-yl]-N-[5-(trifluoromethyl)pyrimidin-2-yl]acetamide